ClC1=C(C=CC=C1Cl)C1=NC=C2N1C=CN=C2N2CCC1(CC2)CC=2C(=NC=CC2)C1N 1'-(3-(2,3-dichlorophenyl)imidazo[1,5-a]pyrazin-8-yl)-5,7-dihydrospiro[cyclopenta[b]pyridine-6,4'-piperidine]-7-amine